C(C)[C@@]1(COC2=C1C=C(C=C2)C(=O)OC)C2=CC=CC=C2 |r| (+/-)-methyl 3-ethyl-3-phenyl-2,3-dihydrobenzofuran-5-carboxylate